2-(difluoromethyl)spiro[5H-pyrrolo[3,2-d]pyrimidine-7,4'-piperidine]-6-one FC(C=1N=CC2=C(N1)C1(CCNCC1)C(N2)=O)F